2,6-dimethyl-4-bromophenol CC1=C(C(=CC(=C1)Br)C)O